N-(4-(4,7-dimethyl-5-(4-phenoxyphenyl)-7H-pyrrolo[2,3-d]pyrimidin-6-yl)phenyl)acrylamide CC=1C2=C(N=CN1)N(C(=C2C2=CC=C(C=C2)OC2=CC=CC=C2)C2=CC=C(C=C2)NC(C=C)=O)C